3-acetyloxy-2,6-pyridinedimethanol diacetate C(C)(=O)OCC1=NC(=CC=C1OC(C)=O)COC(C)=O